(1S,4R,6R)-6-bromo-2-azabicyclo[2.2.1]heptane-2-carboxylic acid tert-butyl ester C(C)(C)(C)OC(=O)N1[C@@H]2[C@@H](C[C@H](C1)C2)Br